(2R,3R,4S,5R,6R)-6-((5-cyclopentylisoxazol-3-yl)methyl)-4-(4-(2,3-difluoro-4-methylphenyl)-1H-1,2,3-triazol-1-yl)-2-(hydroxymethyl)-5-methoxytetrahydro-2H-pyran-3-ol C1(CCCC1)C1=CC(=NO1)C[C@@H]1[C@@H]([C@H]([C@H]([C@H](O1)CO)O)N1N=NC(=C1)C1=C(C(=C(C=C1)C)F)F)OC